4-isopropyl-1H-imidazol C(C)(C)C=1N=CNC1